C(C=C)OC(COCCC(C)C)=O (3-methylbutoxy)acetic acid 2-propenyl ester